1-Methylheptyl palmitate C(CCCCCCCCCCCCCCC)(=O)OC(CCCCCC)C